C1=CCCC2=CC=CC=C12 3,4-dihydro-naphthalen